COC=1C=C(COC2=C(SC=C2)C(=O)NC=2C=NC=CC2)C=CC1 3-(3-methoxybenzyloxy)-N-(pyridin-3-yl)thiophene-2-carboxamide